tert-butyl (2-((2-((2-(2,6-dioxopiperidin-3-yl)-1,3-dioxoisoindolin-4-yl)amino)ethyl)sulfonyl)ethyl)carbamate O=C1NC(CCC1N1C(C2=CC=CC(=C2C1=O)NCCS(=O)(=O)CCNC(OC(C)(C)C)=O)=O)=O